BrC=1C=C(C=2C=CC(=NC2C1)Cl)C#N 7-bromo-2-chloroquinoline-5-carbonitrile